1-ethyl-6-fluoro-7-(4-(4-(hydroxymethyl) benzyl) piperazin-1-yl)-4-oxo-1,4-dihydroquinoline-3-carboxylate C(C)N1C=C(C(C2=CC(=C(C=C12)N1CCN(CC1)CC1=CC=C(C=C1)CO)F)=O)C(=O)[O-]